C(C)C1=CC=C(C=C1)C1=CC=C2C(C(COC2=C1)(C)C)NC(O[C@@H]1CN2CCC1CC2)=O (S)-quinuclidin-3-yl (7-(4-ethylphenyl)-3,3-dimethylchroman-4-yl)carbamate